tris-(nonylphenyl) phosphite P(OC1=C(C=CC=C1)CCCCCCCCC)(OC1=C(C=CC=C1)CCCCCCCCC)OC1=C(C=CC=C1)CCCCCCCCC